tert-butyl (3S,4S)-8-(5-chloro-3-(3-chloro-2-fluoropyridin-4-yl)-1-(tetrahydro-2H-pyran-2-yl)-1H-pyrazolo[3,4-b]pyrazin-6-yl)-3-methyl-2-oxa-8-azaspiro[4.5]decan-4-ylcarbamate ClC=1N=C2C(=NC1N1CCC3([C@@H]([C@@H](OC3)C)NC(OC(C)(C)C)=O)CC1)N(N=C2C2=C(C(=NC=C2)F)Cl)C2OCCCC2